2-((dimethylamino)methyl)-4-methyl-3,4-dihydro-2H-benzo[b][1,4]oxazin-6-amine tris(2,2,2-trifluoroacetate) FC(C(=O)O)(F)F.FC(C(=O)O)(F)F.FC(C(=O)O)(F)F.CN(C)CC1CN(C2=C(O1)C=CC(=C2)N)C